C(C)(C)(C)OC(=O)N1[C@@H]2CO[C@](C1)(C2)COS(=O)(=O)C.COCCCS(=O)(=O)C=2C=C(OC[C@H]1OC1)C=CC2 (S)-2-((3-((3-methoxypropyl)sulfonyl)phenoxy)methyl)oxirane Tert-butyl-(1S,4S)-1-(((methylsulfonyl)oxy)methyl)-2-oxa-5-azabicyclo[2.2.1]heptane-5-carboxylate